[Si](C)(C)(C(C)(C)C)OCCC(OS(=O)(=O)C)C1C(N(CC1)C(=O)OC(C)(C)C)=O tert-butyl 3-{3-[(tert-butyldimethylsilyl)oxy]-1-(methanesulfonyloxy)propyl}-2-oxopyrrolidine-1-carboxylate